FC1=C(C(=O)N)C=CC(=C1)C=1C2=C(N=C(N1)N1[C@H]([C@@H](C1)O)C)CCC2 2-fluoro-4-(2-((2S,3R)-3-hydroxy-2-methylazetidin-1-yl)-6,7-dihydro-5H-cyclopenta[d]pyrimidin-4-yl)benzamide